2-((R)-3-hydroxy-pyrrolidin-1-yl)-ethanesulfonic acid (4-{5-amino-6-[1-(2,6-dichloro-3-fluoro-phenyl)-ethoxy]-pyrazin-2-yl}-phenyl)-amide NC=1N=CC(=NC1OC(C)C1=C(C(=CC=C1Cl)F)Cl)C1=CC=C(C=C1)NS(=O)(=O)CCN1C[C@@H](CC1)O